2,2-diethyl-6-(3-(4-(methylamino)phenyl)-1,2,4-oxadiazol-5-yl)chroman-4-one C(C)C1(OC2=CC=C(C=C2C(C1)=O)C1=NC(=NO1)C1=CC=C(C=C1)NC)CC